N-(1-benzyl-4-piperidyl)-3-[6-(1-methyl-3,6-dihydro-2H-pyridin-4-yl)-[1,2,4]triazolo[4,3-b]pyridazin-3-yl]propenamide C(C1=CC=CC=C1)N1CCC(CC1)NC(C=CC1=NN=C2N1N=C(C=C2)C=2CCN(CC2)C)=O